bicyclo[6.1.0]non-3-ene C12CC=CCCCC2C1